5-(8-(3-methyl-3-(2,2,2-trifluoroethyl)azetidin-1-yl)imidazo[1,2-b]pyridazin-6-yl)pyrimidine-2,4(1H,3H)-dione CC1(CN(C1)C=1C=2N(N=C(C1)C=1C(NC(NC1)=O)=O)C=CN2)CC(F)(F)F